(S,E)-7-(Dimethylamino)-1-((1-((7-isobutyl-1H-pyrrolo[3,2-b]pyridin-2-yl)methyl)-2-oxo-1,2-dihydropyridin-3-yl)amino)-1,7-dioxohept-5-en-2-yl-dimethylcarbamat CN(C(/C=C/CC[C@H](C(=O)NC=1C(N(C=CC1)CC1=CC2=NC=CC(=C2N1)CC(C)C)=O)CN(C([O-])=O)C)=O)C